CC=1N(C(=CC1C1=NN=C2N1CCCCC2)C)C2=CC=C(C=C2)C 3-(2,5-dimethyl-1-(p-tolyl)-1H-pyrrol-3-yl)-6,7,8,9-tetrahydro-5H-[1,2,4]triazolo[4,3-a]azepine